NC1=C(C=C(C(=O)OC)C=C1NC[C@H]1OCC1)F methyl (S)-4-amino-3-fluoro-5-((oxetan-2-ylmethyl)amino)benzoate